(S)-butyl 8-(2-amino-6-((R)-1-(4-chloro-2-(3-methyl-1H-pyrazol-1-yl)phenyl)-2,2,2-trifluoroethoxy)pyrimidin-4-yl)-2,8-diazaspiro[4.5]decane-3-carboxylate NC1=NC(=CC(=N1)N1CCC2(C[C@H](NC2)C(=O)OCCCC)CC1)O[C@@H](C(F)(F)F)C1=C(C=C(C=C1)Cl)N1N=C(C=C1)C